9-(1-((benzyloxy)carbonyl)piperidin-4-yl)-2,9-diazaspiro[5.5]undecane-2-carboxylic acid tert-butyl ester C(C)(C)(C)OC(=O)N1CC2(CCC1)CCN(CC2)C2CCN(CC2)C(=O)OCC2=CC=CC=C2